C1(=CC(=CC=C1)C=1C=CC=C2C=C(NC12)C(=O)O)C1=CC=CC=C1 7-([1,1'-biphenyl]-3-yl)-1H-indole-2-carboxylic acid